C1=CC=CC=2C3=CC=CC=C3C(C12)COC(=O)NCCCCOP(=O)(OC1=CC=CC=C1)N[C@H](C(=O)OC(C)C)CCC(C=[N+]=[N-])=O Isopropyl (2S)-2-(((4-((((9H-fluoren-9-yl)methoxy)carbonyl)amino)butoxy)(phenoxy) phosphoryl)amino)-6-diazo-5-oxohexanoate